5-(Acryloyloxy)methyl-1,3-oxathiolan-2-on C(C=C)(=O)OCC1CSC(O1)=O